vinylcyclopentadienyl-zirconium dichloride [Cl-].[Cl-].C(=C)[Zr+2]C1C=CC=C1